(R)-2-amino-4-(sec-butoxy)pyrimidine-5-carboxylic acid methyl ester COC(=O)C=1C(=NC(=NC1)N)O[C@H](C)CC